C(#N)N1[C@H](C[C@H](C1)OC)C(=O)N(C1=CC=C(C=C1)S(F)(F)(F)(F)F)C(C(=O)NC=1C=NC(=CC1)OC)C=1C=NC=CC1 (2R,4R)-1-cyano-4-methoxy-N-[2-[(6-methoxy-3-pyridyl)amino]-2-oxo-1-(3-pyridyl)ethyl]-N-[4-(pentafluoro-λ6-sulfanyl)phenyl]pyrrolidine-2-carboxamide